5-(2-(4-((2-(2-(1-(azetidin-3-yl)piperidin-4-yl)-2,7-diazaspiro[3.5]nonan-7-yl)pyrimidin-4-yl)methoxy)phenyl)propan-2-yl)-3-chloro-2-(2-chloroethoxy)benzonitrile trifluoroacetate FC(C(=O)O)(F)F.N1CC(C1)N1CCC(CC1)N1CC2(C1)CCN(CC2)C2=NC=CC(=N2)COC2=CC=C(C=C2)C(C)(C)C=2C=C(C(=C(C#N)C2)OCCCl)Cl